ClC=1C=C(OCCC(C(=O)O)C)C=CC1C=1N(C2=NC=NC(=C2N1)OC1(CC1)C)CC1=C(C=CC=C1)C(F)F 4-(3-chloro-4-(9-(2-(difluoromethyl)benzyl)-6-(1-methylcyclopropoxy)-9H-purin-8-yl)phenoxy)-2-methylbutanoic acid